5-nitro-1H-indole-2,3-dione [N+](=O)([O-])C=1C=C2C(C(NC2=CC1)=O)=O